1-(6-(2-hydroxy-2-(1-oxo-1,3-dihydroisobenzofuran-5-yl)ethyl)-5,6,7,8-tetrahydropyrido[4,3-d]pyrimidin-2-yl)-1H-indole-4-carbonitrile OC(CN1CC2=C(N=C(N=C2)N2C=CC=3C(=CC=CC23)C#N)CC1)C=1C=C2COC(C2=CC1)=O